C(C1=CC=CC=C1)C1(CCN(CC1)C(=O)OC(C)(C)C)NC1=NC=C2C(=N1)N(N=C2C2=C(C(=C(C(=C2)C(F)(F)F)F)OCC2=CC=CC=C2)F)C tert-butyl 4-benzyl-4-((3-(3-(benzyloxy)-2,4-difluoro-5-(trifluoromethyl)phenyl)-1-methyl-1H-pyrazolo[3,4-d]pyrimidin-6-yl)amino)piperidine-1-carboxylate